N1C(C(=CC2=CC=CC=C12)C(=O)[O-])=O quinolonate